C(C1=CC=CC=C1)OC(=O)[C@@H]1CSC2=C(C(=CC(N12)=O)CC1=CC(=CC=C1)C(F)(F)F)C1CC1 (3R)-7-cyclopropyl-4-oxo-6-{[m-(trifluoromethyl)phenyl]Methyl}-1-thia-3a-aza-3-indaneCarboxylic acid benzyl ester